2,5-dimethoxy-p-xylene COC1=C(C=C(C(=C1)C)OC)C